Inden-1-one C1(C=CC2=CC=CC=C12)=O